ClC=1C(=C(C=CC1)NC1=NC=NC2=CC(=C(C=C12)N)C#CC1(COCC1)C)F N4-(3-chloro-2-fluorophenyl)-7-((3-methyltetrahydrofuran-3-yl)ethynyl)quinazoline-4,6-diamine